2-Phenoxynonaethyleneglycol acrylat C(C=C)(=O)O.O(C1=CC=CC=C1)C(CO)OCCOCCOCCOCCOCCOCCOCCOCCO